FC=1C(=NC=C(C1)F)C1(CC1)NC(=O)C1=CN=C(S1)N1CCC(CC1)N1C[C@@H](CCC1)C N-[1-(3,5-difluoropyridin-2-yl)cyclopropyl]-2-[(3R)-3-methyl[1,4'-bipiperidin]-1'-yl]-1,3-thiazole-5-carboxamide